ClC=1C=C(C=CC1)NC1N(C(=NC(=N1)N)N1CCCC1)C1=CC(=CC=C1)Cl N,N1-Bis-(3-chlorophenyl)-6-pyrrolidin-1-yl-[1,3,5]triazine-2,4-diamine